6-((2,3-dihydrobenzofuran-5-yl)thio)-2-((1-(tetrahydro-2H-pyran-2-yl)-1H-pyrazol-3-yl)methyl)phthalazin-1(2H)-one O1CCC2=C1C=CC(=C2)SC=2C=C1C=NN(C(C1=CC2)=O)CC2=NN(C=C2)C2OCCCC2